6-ethylpyridin-2-amine hydrochloride Cl.C(C)C1=CC=CC(=N1)N